C(C)NC(ONC(C1C(C(=CC=C1)C(C)(C)C)(OC)C1=C(N=C(S1)NC(CCCCC)=O)C)=O)=O (tert-butyl 2-(2-hexanamido-4-methylthiazol-5-yl)-2-methoxybenzamido) ethylcarbamate